N1=C(C=CC=C1)N1N=CC(=C1)C(=O)O 1-(pyridin-2-yl)-1H-pyrazole-4-carboxylic acid